ONC(=O)C(CC)CCCCC octane-3-carboxylic acid hydroxyamide